4-(5-chloro-1,6-dimethyl-1H-indazol-7-yl)-2-(2-(2-propenoyl)-2,6-diazaspiro[3.4]octan-6-yl)-3-quinolinecarbonitrile ClC=1C=C2C=NN(C2=C(C1C)C1=C(C(=NC2=CC=CC=C12)N1CC2(CN(C2)C(C=C)=O)CC1)C#N)C